N-[5-(2-hydroxyphenyl)-1-trityl-1H-indazol-3-yl]-1-methylpiperidine-4-carboxamide OC1=C(C=CC=C1)C=1C=C2C(=NN(C2=CC1)C(C1=CC=CC=C1)(C1=CC=CC=C1)C1=CC=CC=C1)NC(=O)C1CCN(CC1)C